FC1(CCN(CC1)C1=NC2=CC(=C(C=C2C(=N1)NC(=O)C1CC1)OC)C#CCN1CCCC1)F N-(2-(4,4-difluoropiperidin-1-yl)-6-methoxy-7-(3-(pyrrolidin-1-yl)prop-1-yn-1-yl)quinazolin-4-yl)cyclopropanecarboxamide